N[C@H](C(=O)NC=1C=C2CC(CC2=CC1)(C(C(F)(F)F)O)N1C(N[C@@H](C1)C(C)C)=O)C(C1CC1)C1CC1 (2S)-2-amino-3,3-dicyclopropyl-N-(2-((R)-4-isopropyl-2-oxoimidazolidin-1-yl)-2-(2,2,2-trifluoro-1-hydroxyethyl)-2,3-dihydro-1H-inden-5-yl)propanamide